S1C=NC=C1S(=O)(N)=N thiazole-5-sulfonimidamide